3,4-bis(dimethylphosphino)-2-ethylthiophene CP(C1=C(SC=C1P(C)C)CC)C